7-methoxy-4-oxo-3,4-dihydro-phthalazin-1-yl triflate O(S(=O)(=O)C(F)(F)F)C1=NNC(C2=CC=C(C=C12)OC)=O